3-Fluoro-N-[2-[4-(hydroxymethyl)cyclohexyl]-6-(1-hydroxy-1-methyl-ethyl)indazol-5-yl]pyridine-2-carboxamide FC=1C(=NC=CC1)C(=O)NC1=CC2=CN(N=C2C=C1C(C)(C)O)C1CCC(CC1)CO